C(CCCCCCCCCCC)SCC=1C=C(C(=C(C1)CSCCCCCCCCCCCC)O)C 4,6-Bis(dodecylthiomethyl)-o-cresol